C(C)(C)(C)C=1C(=NSC1)N(N)C tert-butyl-3-(1-methylhydrazineyl)isothiazole